(9H-fluoren-9-yl)methyl (2-amino-6-((4-fluorobenzyl)amino)pyridin-3-yl)carbamate NC1=NC(=CC=C1NC(OCC1C2=CC=CC=C2C=2C=CC=CC12)=O)NCC1=CC=C(C=C1)F